5-(3-(ethylthio)pyridin-2-yl)-2-(trifluoromethyl)-[1,2,4]triazolo[1,5-a]pyrimidine C(C)SC=1C(=NC=CC1)C1=NC=2N(C=C1)N=C(N2)C(F)(F)F